C(C)C=1C(CC2=C(C(=CC=C2C1)CO)F)=O 3-ethyl-8-fluoro-7-(hydroxymethyl)naphthalen-2(1H)-one